CN(C1C(CCCC1)(O)C1=CC=C(C=C1)F)C 2-(dimethylamino)-1-(4-fluorophenyl)cyclohexan-1-ol